2-chloro-5-(4-cyclopropylphenyl)-3-(ethanesulfonyl)pyridine ClC1=NC=C(C=C1S(=O)(=O)CC)C1=CC=C(C=C1)C1CC1